C(C)(=O)C=1C(=NC(=C(C(=O)O)C1)C(C)=O)C(C)=O triacetyl-nicotinic acid